C(C1=CC=CC=C1)OC1=C(C(=O)N(C)C=2C=C(C=CC2)C2=CC(=C(C(=C2)N(C2CCOCC2)CC)C)C(=O)O)C=C(C(=C1)OCC1=CC=CC=C1)C(C)C 3'-(2,4-bis(benzyloxy)-5-isopropyl-N-methylbenzamido)-5-(ethyl(tetrahydro-2H-pyran-4-yl)amino)-4-methyl-[1,1'-biphenyl]-3-carboxylic acid